ClN(C(=O)N)S(=O)(=O)O chlorosulfourea